(Racemic)-2'-Chloro-N-(6-(cyclobutylamino)-4,5,6,7-tetrahydrobenzo[d]thiazol-2-yl)-5'-methoxy-6-methyl-[4,4'-bipyridine]-3-carboxamide ClC1=NC=C(C(=C1)C1=C(C=NC(=C1)C)C(=O)NC=1SC2=C(N1)CC[C@H](C2)NC2CCC2)OC |r|